FC1(CC2CCCN2C1)F 2,2-difluorotetrahydro-1H-pyrrolizin